CN1C(=CC(=C1)NC(=O)C=1N(C=C(C1)NC(C1=CC=C(C=C1)\C=C\C=1C=NC=NC1)=O)C)C(=O)NCC/C(=N/C)/NC 1-methyl-4-(1-methyl-4-(4-((E)-2-(pyrimidin-5-yl)vinyl)benzamido)-1H-pyrrole-2-carboxamido)-N-((Z)-3-(methylamino)-3-(methylimino)propyl)-1H-pyrrole-2-carboxamide